(R)-2-(3-(1-(6-bromo-2-methylquinazolin-4-yl)aminoethyl)-2-fluorophenyl)-2,2-difluoroethane BrC=1C=C2C(=NC(=NC2=CC1)C)N[C@H](C)C=1C(=C(C=CC1)C(C)(F)F)F